S(CCC(=O)OCCCCCCCCCCCCCCCCCCCCCC(C)C)CCC(=O)OCCCCCCCCCCCCCCCCCCCCCC(C)C di(isotetracosyl) thiodipropionate